CC1=CC(=CC(=N1)NC=1C=C(C2=C(OCO2)C1)O)NC 6-[[6-methyl-4-(methylamino)-2-pyridyl]amino]-1,3-benzodioxol-4-ol